MAGNESIUM SULFAT tert-butyl-5-(2,5-dichloropyrimidin-4-yl)-3,6-dihydro-2H-pyridine-1-carboxylate C(C)(C)(C)OC(=O)N1CCC=C(C1)C1=NC(=NC=C1Cl)Cl.S(=O)(=O)([O-])[O-].[Mg+2]